C(C=C)N1C=NC(=C1C)C 1-allyl-4,5-dimethyl-imidazole